OCCC[C@@H]1CC[C@H](CC1)NC(C(=O)OC)(C)C methyl 2-((trans-4-(3-hydroxypropyl) cyclohexyl) amino)-2-methylpropanoate